BrC=1C(=NSC1)OC1CC(CC1)C1=NN(C(=C1)NC=1C=CC2=C(CN(S2(=O)=O)CC2=CC=C(C=C2)OC)C1F)C(C)(C)C 5-((3-(3-((4-bromoisothiazol-3-yl)oxy)cyclopentyl)-1-(tert-butyl)-1H-pyrazol-5-yl)amino)-4-fluoro-2-(4-methoxybenzyl)-2,3-dihydrobenzo[d]isothiazole 1,1-dioxide